N-[(4-{2-[(5-ethoxy-1H-pyrazol-3-yl)formamido]ethyl}phenyl)methyl]-5-ethyl-1-methyl-1H-pyrazole-3-carboxamide C(C)OC1=CC(=NN1)C(=O)NCCC1=CC=C(C=C1)CNC(=O)C1=NN(C(=C1)CC)C